N[C@H](CC1=C(C2=NC(=CC(=C2S1)NCC=1OC=CC1)Cl)C)CF 2-[(2R)-2-amino-3-fluoropropyl]-5-chloro-N-[(furan-2-yl)methyl]-3-methylthieno[3,2-b]pyridin-7-amine